ClC=1C=C(C=CC1C1(CC(=C(C2=CC=CC=C12)O)\N=N\[H])S(=O)(=O)O)C1=CC(=C(C=C1)C1(CC(=C(C2=CC=CC=C12)O)\N=N\[H])S(=O)(=O)O)Cl 1,1'-(3,3'-dichloro[1,1'-biphenyl]-4,4'-diyl)bis{4-hydroxy-3-[(E)-diazenyl]naphthalene-1-sulfonic acid}